5-(2-fluoro-4-((4-methylpyrimidin-2-yl)oxy)phenyl)-7-methyl-6-(4-nitrophenyl)-7H-pyrrolo[2,3-d]pyrimidin-4-amine FC1=C(C=CC(=C1)OC1=NC=CC(=N1)C)C1=C(N(C=2N=CN=C(C21)N)C)C2=CC=C(C=C2)[N+](=O)[O-]